3-(5-(4-((3-azabicyclo[3.2.1]oct-3-yl)methyl)-1-methyl-1H-pyrrolo[2,3-b]pyridin-6-yl)-1-oxoisoindolin-2-yl)piperidine-2,6-dione C12CN(CC(CC1)C2)CC2=C1C(=NC(=C2)C=2C=C3CN(C(C3=CC2)=O)C2C(NC(CC2)=O)=O)N(C=C1)C